N-(1-((5-chloro-2-fluorophenyl)amino)-6-methylisoquinolin-5-yl)-4-((2,4-dimethoxybenzyl)amino)quinazoline-8-carboxamide ClC=1C=CC(=C(C1)NC1=NC=CC2=C(C(=CC=C12)C)NC(=O)C=1C=CC=C2C(=NC=NC12)NCC1=C(C=C(C=C1)OC)OC)F